N(=[N+]=[N-])C(C(=O)NC1=C(C=CC=C1)C=1C=NN(C1)C(=O)[O-])CNC(=O)OC(C)(C)C 4-(2-(2-azido-3-((tert-butoxycarbonyl) amino) propionamido) phenyl)-1H-pyrazole-1-carboxylate